2-thioxoindoline-3,3-dicarboxylate S=C1NC2=CC=CC=C2C1(C(=O)[O-])C(=O)[O-]